4-(1,1-dimethylethoxy)-6-methoxy-2-(3-pyridyl)-5-trifluoromethylpyrimidine CC(C)(OC1=NC(=NC(=C1C(F)(F)F)OC)C=1C=NC=CC1)C